C(C=C)(=O)N1C[C@H](CCC1)N1C=C(C=2C1=C(N=NC2N)O)C#CC2=CC(=CC(=C2)OC)OC (S)-1-(1-acryloylpiperidin-3-yl)-3-(3,5-dimethoxyphenylethynyl)-4-amino-7-hydroxy-1H-pyrrolo[2,3-d]pyridazine